[AlH](C)O Aluminaethanol